[OH-].[NH4+].P(=O)(=O)[Mg] phosphomagnesium ammonium hydroxide